2-(Azetidin-1-yl)-N-(6-formyl-4-methyl-6,7-dihydro-5H-cyclopenta[b]pyridin-2-yl)acetamide N1(CCC1)CC(=O)NC1=CC(=C2C(=N1)CC(C2)C=O)C